ethyl asparaginate N[C@@H](CC(N)=O)C(=O)OCC